CC(C)OC1=C(C#N)C=CC=C1 2-[(propan-2-yl)oxy]benzonitrile